1-(5-fluoro-1-(6-(1-(2-hydroxyethyl)-1H-pyrazol-4-yl)pyrido[3,2-d]pyrimidin-4-yl)spiro[indolin-3,4'-piperidin]-1'-yl)ethan-1-one FC=1C=C2C(=CC1)N(CC21CCN(CC1)C(C)=O)C=1C2=C(N=CN1)C=CC(=N2)C=2C=NN(C2)CCO